1-(2-aminopyrimidin-5-yl)-3-(2,2,2-trifluoro-1-{6-fluoro-3-methylimidazo[1,2-a]pyridin-2-yl}ethyl)urea NC1=NC=C(C=N1)NC(=O)NC(C(F)(F)F)C=1N=C2N(C=C(C=C2)F)C1C